2-(3-(2-Hydroxyphenyl)imidazo[1,5-a]pyridin-1-yl)pyridin-3-ol OC1=C(C=CC=C1)C1=NC(=C2N1C=CC=C2)C2=NC=CC=C2O